C(=O)C1CNCCCC1 3-formylazepane